dicyanoethoxymethylimidazole C(#N)C(COCC=1NC=CN1)C#N